sodium selenosulfite S(=[Se])([O-])[O-].[Na+].[Na+]